tert-butyl-[(E)-5-[5-methoxy-3-[(3E)-3-methylhexa-3,5-dienyl]tetrahydrofuran-2-yl]-4-methyl-pent-4-enyloxy]-dimethyl-silane C(C)(C)(C)[Si](C)(C)OCCC\C(=C\C1OC(CC1CC\C(=C\C=C)\C)OC)\C